ethoxybenzyltriEthoxysilane C(C)OCCO[Si](OCC)(OCC)CC1=CC=CC=C1